The molecule is a hydroxyisoflavanone bearing three hydroxy substituents at positions 2, 5 and 7 in addition to a methoxy substituent at position 4'. It has a role as a plant metabolite. It is a hydroxyisoflavanone, a methoxyisoflavanone and a lactol. COC1=CC=C(C=C1)[C@H]2[C@@H](OC3=CC(=CC(=C3C2=O)O)O)O